((tert-butyldimethylsilyl)oxy)-3-(4-fluorophenyl)propanal [Si](C)(C)(C(C)(C)C)OC(C=O)CC1=CC=C(C=C1)F